4-(((1S,2S)-1-(dimethylamino)-1-phenylbutan-2-yl)amino)-2-methylphthalazin-1(2H)-one CN([C@H]([C@H](CC)NC1=NN(C(C2=CC=CC=C12)=O)C)C1=CC=CC=C1)C